FC1(CCN(CC1)C1=NC(=CC(=N1)C(=O)N)C)F 2-(4,4-difluoropiperidin-1-yl)-6-methylpyrimidine-4-carboxamide